CN1N=C(C(=C1C)CC=O)C 2-(1,3,5-trimethyl-1H-pyrazol-4-yl)acetaldehyde